5-(benzyloxy)-6-chloro-2-methylbenzofuran-3-carboxylic acid ethyl ester C(C)OC(=O)C1=C(OC2=C1C=C(C(=C2)Cl)OCC2=CC=CC=C2)C